N,3'-dimethyl-1'-(1-(3-methyl-4-oxo-4,5-dihydropyrazolo[1,5-a]quinoxalin-7-yl)ethyl)-1',2',3',6'-tetrahydro-[3,4'-bipyridine]-6-carboxamide CNC(=O)C1=CC=C(C=N1)C=1C(CN(CC1)C(C)C=1C=C2NC(C=3N(C2=CC1)N=CC3C)=O)C